N-[2-(4-formyl-1-piperidyl)-5-methoxy-1,3-benzothiazol-6-yl]-6-(trifluoromethyl)pyridine-2-carboxamide C(=O)C1CCN(CC1)C=1SC2=C(N1)C=C(C(=C2)NC(=O)C2=NC(=CC=C2)C(F)(F)F)OC